3-methyl-4-(8-(1-methyl-1H-imidazol-5-yl)-3-(1H-pyrazol-5-yl)imidazo[1,2-b]pyridazin-6-yl)morpholine CC1N(CCOC1)C=1C=C(C=2N(N1)C(=CN2)C2=CC=NN2)C2=CN=CN2C